(R)-1-[(R)-1-[6-({4-[2-amino-6-(m-cyanophenyl)-4-pyrimidinyl]-1H-1,2,3-triazol-1-yl}methyl)-2-pyridinyl]ethyl]-3-pyrrolidinecarboxylic acid NC1=NC(=CC(=N1)C=1N=NN(C1)CC1=CC=CC(=N1)[C@@H](C)N1C[C@@H](CC1)C(=O)O)C1=CC(=CC=C1)C#N